5-(4-phenoxyphenyl)-7-((trans)-4-(3,3,4-trimethylpiperazin-1-yl)cyclohexyl)-7H-pyrrolo[2,3-d]pyrimidin-4-amine O(C1=CC=CC=C1)C1=CC=C(C=C1)C1=CN(C=2N=CN=C(C21)N)[C@@H]2CC[C@H](CC2)N2CC(N(CC2)C)(C)C